N1=CC=CC=2NC[C@@H]3N(C21)C[C@H](C3)O (6aR,8S)-5,6,6a,7,8,9-hexahydropyrido[3,2-e]pyrrolo[1,2-a]pyrazin-8-ol